BrC=1C=C(C=CC1)N=C=O 3-bromophenylisocyanate